9-(1-bromo-2-methylprop-1-en-1-yl)-9H-fluoren-9-ol BrC(=C(C)C)C1(C2=CC=CC=C2C=2C=CC=CC12)O